5-Diethylethoxysilylpentanoic acid C(C)[Si](CCCCC(=O)O)(OCC)CC